ClC1(CC1)C(C(CN1N=CN=C1)O)C1=C(C=CC=C1)Cl (1-chlorocyclopropyl)-3-(1,2,4-triazol-1-yl)-1-(2-chlorophenyl)-2-propanol